NC1=C(C=C(C=C1F)C(C)O)F 1-(4-amino-3,5-difluorophenyl)ethan-1-ol